N-[4-(dimethoxymethyl)phenyl]ethanesulfonamide COC(C1=CC=C(C=C1)NS(=O)(=O)CC)OC